Cl.FC=1C=C(ON2CCCCC2)C=CC1 (3-fluorophenoxy)piperidine hydrochloride